CS(=O)(=O)N1CCN(CC1)C(=O)C1=CC=C(C=C1)C1=CC2=C(C=3C=NNC3C=C2)C=2CCOCC12 (4-(methylsulfonyl)piperazin-1-yl)(4-(3,8,10,11-tetrahydroisochromeno[5,6-e]indazol-7-yl)phenyl)methanone